C1(=CC=CC=2C3=CC=CC=C3CC12)COC(=O)N[C@@H](CSC)C(=O)O N-fluorenylmethoxycarbonyl-S-methyl-L-cysteine